C1(CC1)C=1C(=CC(=C(C(=O)NS(=O)(=O)N2CCC(CC2)OC2CN(C2)C(=O)OC(C)(C)C)C1)F)OCC1CC1 tert-butyl 3-((1-(N-(5-cyclopropyl-4-(cyclopropylmethoxy)-2-fluorobenzoyl)sulfamoyl)piperidin-4-yl)oxy)azetidine-1-carboxylate